6-(trifluoromethoxy)pyridin-3-yl (5R)-3,3-difluoro-5-(2-oxopyrrolidin-1-yl)piperidine-1-carboxylate FC1(CN(C[C@@H](C1)N1C(CCC1)=O)C(=O)OC=1C=NC(=CC1)OC(F)(F)F)F